Cl.Cl.CN(C(=O)C1=NC=CC=C1)CC N-methyl-N-ethylpyridinamide dihydrochloride